C(CCCCCCCCCCCCCCCCC)(=O)[O-].[Co+2].C(CCCCCCCCCCCCCCCCC)(=O)[O-] Cobalt (II) stearat